(2R)-(2-chlorophenyl)(hydroxy)ethanoic acid ClC1=C(C=CC=C1)[C@H](C(=O)O)O